FC=1C=C(NC(C)C=2C=C(C=C3C(C=C(OC23)N2CCOCC2)=O)C(=O)O)C=C(C1)F 8-[1-(3,5-difluoroanilino)ethyl]-2-morpholino-4-oxo-chromene-6-carboxylic acid